3-[4-[5-(trifluoromethyl)pyrazin-2-yl]phenyl]azetidine-1-carboxylic acid tert-butyl ester C(C)(C)(C)OC(=O)N1CC(C1)C1=CC=C(C=C1)C1=NC=C(N=C1)C(F)(F)F